butyl-diphenyl-silane C(CCC)[SiH](C1=CC=CC=C1)C1=CC=CC=C1